C(N)(O[C@H]1C(N(C[C@@H](C1)F)C(=O)C=1C=C(C2=C(SC=C2C)C1)OC)C(C)(C)C)=O Tert-butyl-((3R,5R)-5-fluoro-1-(4-methoxy-3-methylbenzo[b]thiophene-6-carbonyl)-piperidin-3-yl) carbamate